N,N,N'-trimethyl-N'-(3-(trimethylsilyl)propyl)ethane-1,2-diamine CN(CCN(CCC[Si](C)(C)C)C)C